(R)-1-acetylindoline-2-carboxylic acid C(C)(=O)N1[C@H](CC2=CC=CC=C12)C(=O)O